2-[[2,5-difluoro-4-[6-[(2-methoxycarbonylisoindolin-5-yl)methoxy]-2-pyridyl]phenyl]methyl]-7-fluoro-3-[[(2S)-oxetan-2-yl]methyl]benzimidazole-5-carboxylic acid FC1=C(C=C(C(=C1)C1=NC(=CC=C1)OCC=1C=C2CN(CC2=CC1)C(=O)OC)F)CC=1N(C2=C(N1)C(=CC(=C2)C(=O)O)F)C[C@H]2OCC2